N-(6-CHLORO-1-METHYL-1H-INDAZOL-7-YL)-1-(4-(TRIFLUOROMETHYL)PYRIDIN-2-YL)-1H-PYRAZOLE-4-SULFONAMIDE ClC1=CC=C2C=NN(C2=C1NS(=O)(=O)C=1C=NN(C1)C1=NC=CC(=C1)C(F)(F)F)C